4-(5-amino-1,3,4-thiadiazol-2-yl)-2-fluoro-N,N-dimethylbenzamide NC1=NN=C(S1)C1=CC(=C(C(=O)N(C)C)C=C1)F